2-(2-(cyclopropanesulfonamido)thiazol-4-yl)-N-(4-(6-ethoxypyrazin-2-yl)-2-isopropylphenyl)-2-methylpropanamide C1(CC1)S(=O)(=O)NC=1SC=C(N1)C(C(=O)NC1=C(C=C(C=C1)C1=NC(=CN=C1)OCC)C(C)C)(C)C